C(C1=CC=CC=C1)OCCOC(C#N)C(CCC)=O 2-(2-(benzyloxy)ethoxy)-3-oxohexanenitrile